C(C)N1CCC(CC1)C=1C=C(C(=NC1)C1=NNC(=C1C(C)C)C=1C=C(C=2N(C1)N=CN2)OC)C 6-(3-(5-(1-ethylpiperidin-4-yl)-3-methylpyridin-2-yl)-4-isopropyl-1H-pyrazol-5-yl)-8-methoxy-[1,2,4]triazolo[1,5-a]pyridine